N1=CC=C2N1C=CC(=N2)C2=NC(=NC=C2)N[C@H]2C[C@H](CC2)NC(=O)OC(C)(C)C tert-butyl (1S,3R)-[3-[4-[pyrazolo[1,5-a]pyrimidin-5-yl]pyrimidin-2-yl]aminocyclopentan-1-yl]aminocarboxylate